2-(4-(((tert-butyldimethylsilyl)oxy)methyl)-7-(hydroxymethyl)-1,3-dioxo-5-phenoxy-1,3,3a,4,7,7a-hexahydro-2H-4,7-epoxyisoindol-2-yl)ethyl 2-bromo-2-methylpropanoate BrC(C(=O)OCCN1C(C2C3(C=C(C(C2C1=O)(O3)CO[Si](C)(C)C(C)(C)C)OC3=CC=CC=C3)CO)=O)(C)C